Cl.CC=1C=C(C=C(C1)C)[C@H]1NCCC1 (S)-2-(3,5-dimethylphenyl)pyrrolidine hydrochloride